C(C1=CC=CC=C1)OC=1C=NC(=NC1)N1CCN(CC(C1)O[Si](C)(C)C(C)(C)C)C(=O)OC(C)(C)C tert-butyl 4-(5-(benzyloxy) pyrimidin-2-yl)-6-((tert-butyldimethylsilyl) oxy)-1,4-diazacycloheptane-1-carboxylate